N-phenyl-pyrrole-3-carboxamide C1(=CC=CC=C1)NC(=O)C1=CNC=C1